4-(4-((4-(cyclohexylamino)-7H-pyrrolo[2,3-d]pyrimidin-2-yl)amino)-3-methoxyphenyl)-1-(tetrahydro-2H-pyran-4-yl)-1,4-azaphosphinane 4-oxide C1(CCCCC1)NC=1C2=C(N=C(N1)NC1=C(C=C(C=C1)P1(CCN(CC1)C1CCOCC1)=O)OC)NC=C2